ClC1=CC(=C(C2=C1N(N=N2)C)C)[C@H](CC(=O)O)C=2C=C(C1=C(C=CS1)C2)CN2C[C@H](OC1=C([C@@H]2C)N=CC=C1)CC (3R)-3-(7-chloro-1,4-dimethyl-1H-benzotriazol-5-yl)-3-(7-{[(2R,5S)-2-ethyl-5-methyl-2,3-dihydropyrido[2,3-f][1,4]oxazepin-4(5H)-yl]methyl}-1-benzothiophen-5-yl)propanoic acid